C1(CC1)COC=1C=C(C(=O)O)C=C(C1)C=1SC(=CN1)C 3-(cyclopropylmethoxy)-5-(5-methyl-1,3-thiazol-2-yl)benzoic acid